2-Methyl-5-vinylphthalazin-1(2H)-one CN1C(C2=CC=CC(=C2C=N1)C=C)=O